2-methylpropyl 3-[2-fluoro-5-[[6-oxo-4-(trifluoromethyl)-1H-pyridine-3-carbonyl]amino]-4-[(3R,5S)-3,4,5-trimethylpiperazin-1-yl]phenyl]-2,5-dihydropyrrole-1-carboxylate FC1=C(C=C(C(=C1)N1C[C@H](N([C@H](C1)C)C)C)NC(=O)C1=CNC(C=C1C(F)(F)F)=O)C=1CN(CC1)C(=O)OCC(C)C